NC1=C(C(=NN1C)C1CC2CC(CC2C1)CN)C(=O)NC1=CC(=C(C=C1)F)Cl 5-Amino-3-(5-(aminomethyl)octahydropentalen-2-yl)-N-(3-chloro-4-fluorophenyl)-1-methyl-1H-pyrazole-4-carboxamide